cyanotetrafluorophenol C(#N)C1=C(C(=C(C(=C1O)F)F)F)F